ClC1=CC=C2C(=N1)C(=CN2)NC2=NC1=C(N2C)C=CC(=C1)OC1=CC=CC=C1 N-(5-Chloro-1H-pyrrolo[3,2-b]pyridin-3-yl)-1-methyl-5-phenoxy-1H-benzo[d]imidazol-2-amine